N[C@@H]1CCCC12CCN(CC2)C=2C(=NC(=C(N2)C)C2=C(C(=CC=C2)Cl)Cl)C(=O)NO (R)-3-(1-amino-8-azaspiro[4.5]dec-8-yl)-6-(2,3-dichlorophenyl)-N-hydroxy-5-methylpyrazine-2-carboxamide